3-(1,3-didecyl-2-(decyldimethylsilyl)-1,1,3,3-tetramethyltrisilan-2-yl)prop-2-yn-1-yl(tert-butoxycarbonyl)-L-alaninate C(CCCCCCCCC)[Si]([Si]([Si](C)(C)CCCCCCCCCC)([Si](C)(C)CCCCCCCCCC)C#CCN([C@@H](C)C(=O)[O-])C(=O)OC(C)(C)C)(C)C